BrC=1C=C(C(=O)NCCCN(C)C)C=CC1C=1C=C2C=CC=NC2=C(C1)O 3-bromo-N-(3-(dimethylamino)propyl)-4-(8-hydroxyquinolin-6-yl)benzamide